ClC=1N=CC=2N=NC=CC2N1 6-chloropyrimido[5,4-c]pyridazin